4-Bromo-N-(1-(6,7-difluoro-4-oxo-3,4-dihydrophthalazin-1-yl)ethyl)-N-methylbenzamide BrC1=CC=C(C(=O)N(C)C(C)C2=NNC(C3=CC(=C(C=C23)F)F)=O)C=C1